COC1=CC=C(CC2=C(NC(=C2C(=O)N)C2=C(C=CC=C2)[N+](=O)[O-])C2=CC=C(C=C2)C(F)(F)F)C=C1 (4-methoxybenzyl)-5-(2-nitrophenyl)-2-(4-(trifluoromethyl)phenyl)Azole-4-carboxamide